(R)-2-(1-((7-methoxy-4-(1-methyl-3-phenyl-1H-pyrazol-4-yl)pyrido[3,2-d]pyrimidin-6-yl)oxy)ethyl)-5-methyl-1,3,4-thiadiazole COC1=CC=2N=CN=C(C2N=C1O[C@H](C)C=1SC(=NN1)C)C=1C(=NN(C1)C)C1=CC=CC=C1